CN1N=C(C2=CC=CC(=C12)OC1CCN(CC1)C(C1=CC(=CC=C1)OC1=CC=CC=C1)=O)C1C(NC(CC1)=O)=O 3-(1-methyl-7-((1-(3-phenoxybenzoyl)piperidin-4-yl)oxy)-1H-indazol-3-yl)-piperidine-2,6-dione